BrC1=C(C(=NN1C)C1=CC(=CC=C1)C(F)(F)F)C=O 5-BROMO-1-METHYL-3-[3-(TRIFLUOROMETHYL)PHENYL]-1H-PYRAZOLE-4-CARBOXALDEHYDE